(6-(3-cyclopropyl-1H-1,2,4-triazol-1-yl)-2-azaspiro[3.3]heptan-2-yl)(3-((3-fluoro-5-(trifluoromethyl)benzyl)oxy)azetidin-1-yl)methanone C1(CC1)C1=NN(C=N1)C1CC2(CN(C2)C(=O)N2CC(C2)OCC2=CC(=CC(=C2)C(F)(F)F)F)C1